benzyl (S)-4-(6-(((S)-1-(tert-butoxycarbonyl)pyrrolidin-3-yl)oxy)-4'-fluoro-[1,1'-biphenyl]-3-carbonyl)-3-methylpiperazine-1-carboxylate C(C)(C)(C)OC(=O)N1C[C@H](CC1)OC1=CC=C(C=C1C1=CC=C(C=C1)F)C(=O)N1[C@H](CN(CC1)C(=O)OCC1=CC=CC=C1)C